C1=CC=C(C=C1)C(=O)OCC(COC(=O)C2=CC=CC=C2)OC(=O)C3=CC=CC=C3 tribenzoin